C(C)(C)(C)C1[C@@](N(CC1)C(=O)OC(CN1N=CN=C1)(CC)C1=C(C=CC(=C1)F)F)(C)CO 2-(2,5-difluorophenyl)-1-(1H-1,2,4-triazol-1-yl)butan-2-ol tert-butyl-(S)-2-(hydroxymethyl)-2-methylpyrrolidine-1-carboxylate